tert-butyl (2R)-2-[[(3-chloropyridin-2-yl)(methyl)amino]methyl]pyrrolidine-1-carboxylate ClC=1C(=NC=CC1)N(C)C[C@@H]1N(CCC1)C(=O)OC(C)(C)C